CN(S(=O)(=O)C=1C=C(C=CC1)NC(C1=CC(=CC=C1)S(=O)(=O)N1C(CC2=CC=CC=C12)C)=O)C N-(3-(N,N-dimethylsulfamoyl)phenyl)-3-((2-methylindolin-1-yl)sulfonyl)benzamide